ClC=1C(=NC(=NC1)NC1=CC=C(C=C1)S(=O)(=O)N)C=1C=NN(C1)CC(C)(C)O 4-((5-chloro-4-(1-(2-hydroxy-2-methylpropyl)-1H-pyrazol-4-yl)pyrimidin-2-yl)amino)benzenesulfonamide